2-(4-nitro-3-(1-(pyridin-3-ylmethyl)-1H-pyrazol-3-yl)phenyl)pyridine [N+](=O)([O-])C1=C(C=C(C=C1)C1=NC=CC=C1)C1=NN(C=C1)CC=1C=NC=CC1